acridin-7-ium tetrafluoroborate F[B-](F)(F)F.C1=CC=CC2=NC3=CC=[CH2+]C=C3C=C12